NC1=NC=CC(=N1)C1=C(C=2C(NCCC2N1)=O)NC1=C(C(=CC=C1)Cl)OC 2-(2-aminopyrimidin-4-yl)-3-((3-chloro-2-methoxyphenyl)amino)-1,5,6,7-tetrahydro-4H-pyrrolo[3,2-c]pyridin-4-one